5-[2,6-dichloro-4-(3-oxo-4,5-dihydro-1,2,4-triazin-2-yl)phenoxy]-2-hydroxy-N-(3-hydroxycyclobutyl)-N-methyl-benzenesulfonamide ClC1=C(OC=2C=CC(=C(C2)S(=O)(=O)N(C)C2CC(C2)O)O)C(=CC(=C1)N1N=CCNC1=O)Cl